N-(1-deoxy-D-fructose-1-yl)-L-proline C(C(=O)[C@@H](O)[C@H](O)[C@H](O)CO)N1[C@@H](CCC1)C(=O)O